C(C(C)C)C1=CC=C(C=C1)C=1OC(C(N1)=CC=1SC=CC1)=O 2-(4-isobutylphenyl)-4-(thiophen-2-ylmethylene)oxazol-5(4H)-one